C[C@@H]1C(NCCN1)=O (R)-3-methylpiperazine-2-one